BrC1=CC2=C(SC=C2N2C(NC(CC2)=O)=O)C=C1 1-(5-bromobenzo[b]thiophen-3-yl)dihydropyrimidine-2,4(1H,3H)-dione